1,3,5-Triformyl-tetrachlorophloroglucinol C(=O)C1(OCl)C(C(OCl)(C(C(O)(C1)C=O)Cl)C=O)Cl